4-(4-(diphenylamino)phenyl)quinoline C1(=CC=CC=C1)N(C1=CC=C(C=C1)C1=CC=NC2=CC=CC=C12)C1=CC=CC=C1